COC(=O)N[C@H](C(=O)N[C@@H](CC1=CC=C(C=C1)NS(O)(=O)=O)C=1N=C(SC1)C1=NC=CN=C1)CC1=CC=CC=C1 4-{(S)-2-[(S)-2-(methoxycarbonylamino)-3-phenylpropionylamino]-2-[(2-pyrazin-2-yl)thiazol-4-yl]Ethyl}phenyl-sulfamic acid